4-(4-bromo-2-fluoro-6-methyl-phenyl)sulfonyl-6-fluoro-5-methyl-2,3-dihydro-1H-quinoxaline BrC1=CC(=C(C(=C1)C)S(=O)(=O)N1CCNC2=CC=C(C(=C12)C)F)F